C(C)(C)(C)OC(=O)[C@@H]1NCCNC1.FC=1C(=NC(=NC1)NC1=CC=C(C=C1)OC1=CC=CC=C1)NC1=C(C(=O)NN)C=CC=C1 2-((5-fluoro-2-((4-phenoxyphenyl)amino)pyrimidin-4-yl)amino)benzoyl-hydrazine (R)-tert-butyl-piperazine-2-carboxylate